C1(CCCCC1)N1CCN(C2=CC=CC=C12)C(CN1CCCC1)=O 1-(4-cyclohexyl-3,4-dihydroquinoxaline-1(2H)-yl)-2-(pyrrolidin-1-yl)ethan-1-one